FC(C(=O)O)(F)F.FC(C=1C=C(C=CC1)C1=CC2=C(NC([C@@H]3N(C2=O)CCNC3)=O)C=C1)(F)F (R)-8-(3-(trifluoromethyl)phenyl)-1,3,4,12a-tetrahydrobenzo[e]pyrazino[1,2-a][1,4]diazepine-6,12(2H,11H)-dione 2,2,2-trifluoroacetate